Methyl 2-[7-(chloromethyl)-1,3-dihydro-2-benzofuran-1-yl]acetate ClCC1=CC=CC2=C1C(OC2)CC(=O)OC